N1CCOCC2=C1N(CCC2)C(=O)[O-] pyrido[2,3-e][1,4]oxazepan-9(7H)-carboxylate